C1CS(=O)(=O)N1 thiazetidine 1,1-dioxide